ClCCCOC1=C(C=C(C=C1)CC)I 2-(4-(3-Chloropropoxy)-3-iodophenyl)ethan